tert-butyl (1R,5S)-3-(7-bromo-2-(((2R,7aS)-2-fluorotetrahydro-1H-pyrrolizin-7a(5H)-yl)methoxy)-6-(trifluoromethyl)quinazolin-4-yl)-3,8-diazabicyclo[3.2.1]octane-8-carboxylate BrC1=C(C=C2C(=NC(=NC2=C1)OC[C@]12CCCN2C[C@@H](C1)F)N1C[C@H]2CC[C@@H](C1)N2C(=O)OC(C)(C)C)C(F)(F)F